ClC1=C(C(=O)NC=2C=C3C=C(N(C3=CC2)CC)C(=O)NC2=CC=C(C=C2)C#N)C=C(C=C1)CNC(C(C)C)=O 5-(2-chloro-5-(isobutyrylaminomethyl)benzoylamino)-N-(4-cyanophenyl)-1-ethyl-1H-indole-2-carboxamide